7-((5-(2-(2-(dimethyl-amino)propan-2-yl)morpholino)pyridin-2-yl)amino)-4-(7-fluoro-imidazo[1,2-a]pyridin-3-yl)isoindolin-1-one CN(C(C)(C)C1OCCN(C1)C=1C=CC(=NC1)NC=1C=CC(=C2CNC(C12)=O)C1=CN=C2N1C=CC(=C2)F)C